(5-(6-((1S,4S)-2-oxa-5-azabicyclo[2.2.1]heptan-5-yl)-1H-benzo[d]imidazol-2-yl)-1H-pyrrol-3-yl)(2-(trifluoromethyl)phenyl)methanone [C@@H]12OC[C@@H](N(C1)C=1C=CC3=C(NC(=N3)C3=CC(=CN3)C(=O)C3=C(C=CC=C3)C(F)(F)F)C1)C2